(R)-N-(3,3-difluoro-1-methylpiperidin-4-yl)-5-(1-(2,2-difluoroethyl)-2-methyl-1H-benzo[d]imidazol-6-yl)-6-fluoro-4-(methoxy-d3)pyrrolo[2,1-f][1,2,4]triazin-2-amine FC1(CN(CC[C@H]1NC1=NN2C(C(=N1)OC([2H])([2H])[2H])=C(C(=C2)F)C=2C=CC1=C(N(C(=N1)C)CC(F)F)C2)C)F